3-methoxylpropylamine O(C)CCCN